(S)-1-{[2-(difluoromethyl)-6-(5-fluoro-1-methyl-1H-pyrrolo[2,3-b]pyridin-3-yl)pyridin-3-yl]oxy}-2,4-dimethylpentan-2-amine FC(C1=NC(=CC=C1OC[C@](CC(C)C)(N)C)C1=CN(C2=NC=C(C=C21)F)C)F